FC(CN1N=CC=2C1=NC(=CN2)N2CC1(CN(C1)C1=NC=CC=C1C(F)(F)F)CCC2)F 6-[1-(2,2-difluoroethyl)-1H-pyrazolo[3,4-b]pyrazin-6-yl]-2-[3-(trifluoromethyl)pyridine-2-yl]-2,6-diazaspiro[3.5]nonane